4-Bromo-2-fluoro-1-(methoxymethyl)benzene BrC1=CC(=C(C=C1)COC)F